CC1(C(C(=C(C=C1CCCCC)O)C1=CC=CC=C1)O)C1=NN=NN1 3-methyl-4-pentyl-3-(1H-tetrazol-5-yl)-[1,1'-biphenyl]-2,6-diol